CC1=CC=C(C=C1)C1(CC1)O 1-(4-methylphenyl)cyclopropyl alcohol